calcium hydroxy butyrate C(CCC)(=O)OO.[Ca]